OC1=CC=C(C=N1)NC=1C=CC(=C(C(=O)N[C@H](C)C2=CC=CC3=CC=CC=C23)C1)C (R)-5-((6-hydroxypyridin-3-yl)amino)-2-methyl-N-(1-(naphthalen-1-yl)ethyl)benzamide